N-((1-(4-(6-(Difluoromethyl)imidazo[1,2-b]pyridazin-3-yl)-6-methylpyridin-2-yl)piperidin-3-yl)methyl)methanesulfonamide FC(C=1C=CC=2N(N1)C(=CN2)C2=CC(=NC(=C2)C)N2CC(CCC2)CNS(=O)(=O)C)F